3-methyl-1-(4-methyl-4H-1,2,4-triazol-3-yl)cyclobutane CC1CC(C1)C1=NN=CN1C